C(C=C)(=O)N1CC(CC(C1)C)C acryloyl-3,5-dimethylpiperidine